5-((9H-fluoren-9-ylidene)amino)-5-phenyl-valeronitrile C1=CC=CC=2C3=CC=CC=C3C(C12)=NC(CCCC#N)C1=CC=CC=C1